OC1N(C(N(C1C)OC)=O)C1=NC=CC(=C1)C(F)(F)F 4-hydroxy-1-methoxy-5-methyl-3-[4-trifluoromethyl-2-pyridinyl]imidazolidin-2-one